ClC1=CC=C(C=C1)NC(=O)C=1C=C(C=CC1)B(O)O 3-[(4-CHLOROPHENYL)CARBAMOYL]BENZENEBORONIC ACID